C[C@H]1N(CC=C(C1)OS(=O)(=O)C(F)(F)F)C(=O)OC(C)(C)C tert-butyl (R)-2-methyl-4-(((trifluoromethyl) sulfonyl) oxy)-3,6-dihydropyridine-1(2H)-carboxylate